(E)-4-(pyrrolidin-1-yl)but-2-enamide N1(CCCC1)C/C=C/C(=O)N